C(C1=CC=CC=C1)OC(=O)NC1CC2(C1)CCN(CC2)CCC2CCN(CC2)C(=O)OC(C)(C)C tert-butyl 4-(2-(2-(((benzyloxy)carbonyl)amino)-7-azaspiro[3.5]nonan-7-yl)ethyl)piperidine-1-carboxylate